(R)-1-((tert-butoxycarbonyl) amino) propan-2-ylmethylsulfonate CC(C)CS(=O)(=O)ONC(=O)OC(C)(C)C